FC(C(C(S(=O)(=O)NS(=O)(=O)C(C(C(C(F)(F)F)(F)F)(F)F)(F)F)(F)F)(F)F)(C(F)(F)F)F N-[(nonafluorobutyl)sulfonyl]-1,1,2,2,3,3,4,4,4-nonafluoro-1-butanesulfonamide